C(C)(C)N(CCCN)C(C)C 1,1-diisopropyl-1,5-diazapentane